quaterphenyl-dicarboxylic acid C1(=C(C(=CC=C1)C(=O)O)C(=O)O)C=1C(=CC=CC1)C=1C(=CC=CC1)C1=CC=CC=C1